ClC=1C=C(C(=O)N2CCC(CC2)CNCCCC2=CNC3=CC=C(C=C23)C#N)C=CC1F 3-(3-(((1-(3-chloro-4-fluorobenzoyl)piperidin-4-yl)methyl)amino)propyl)-1H-indole-5-carbonitrile